FC1=CC=C(C=C1)NC(=O)CNC(=O)C1=CC=CC(=N1)C1=CC=C2C=CC=C(C2=C1)NC(C=C)=O N-{7-[6-({[(4-fluorophenyl)carbamoyl]methyl}carbamoyl)pyridin-2-yl]naphthalen-1-yl}prop-2-enamide